4'-hydroxy-3',5'-diiodoacetophenone OC1=C(C=C(C=C1I)C(C)=O)I